7-(2-chloro-5-fluorophenyl)-1-(7-fluoro-5-(trifluoromethyl)-1H-benzo[d]imidazol-2-yl)-3-methyl-1,4,6,7-tetrahydro-5H-pyrazolo[3,4-c]pyridin-5-one ClC1=C(C=C(C=C1)F)C1NC(CC2=C1N(N=C2C)C2=NC1=C(N2)C(=CC(=C1)C(F)(F)F)F)=O